C1(CC1)C=1OC2=C(C1C(=O)OC)C=C(C=C2)OCC2=C(N=CS2)C methyl 2-cyclopropyl-5-((4-methylthiazol-5-yl) methoxy)benzofuran-3-carboxylate